2-naphthyl acrylate C(C=C)(=O)OC1=CC2=CC=CC=C2C=C1